tert-Butyl endo-3-((4-chloroquinazolin-6-yl)oxy)-8-azabicyclo[3.2.1]octane-8-carboxylate ClC1=NC=NC2=CC=C(C=C12)OC1CC2CCC(C1)N2C(=O)OC(C)(C)C